ethyl 8-(1-methyl-6-(trifluoromethyl)-1H-benzo[d]imidazol-5-yl)indolizine-3-carboxylate CN1C=NC2=C1C=C(C(=C2)C2=CC=CN1C(=CC=C21)C(=O)OCC)C(F)(F)F